5-(5-bromo-6-methyl-3-(1-methylpropyl)-2,4(1H,3H)-pyrimidinedione-1-yl)hexanoic acid BrC=1C(N(C(N(C1C)C(CCCC(=O)O)C)=O)C(CC)C)=O